3-[4-(bromomethyl)-2-fluorophenyl]-5-[chloro(difluoro)methyl]-1,2,4-oxadiazole BrCC1=CC(=C(C=C1)C1=NOC(=N1)C(F)(F)Cl)F